1-fluoro-1-((R or S)-3-(2-(5-fluorothiophen-2-yl)ethyl)-1-(2-(6-methylpyridin-3-yl)propan-2-yl)pyrrolidin-3-yl)ethyl isopropylcarbamate C(C)(C)NC(OC(C)([C@]1(CN(CC1)C(C)(C)C=1C=NC(=CC1)C)CCC=1SC(=CC1)F)F)=O |o1:8|